O[C@@H]1CC2=CC[C@H]3[C@@H]4CC[C@H]([C@@H](CCC)C)[C@]4(CC[C@@H]3[C@]2(CC1)C)C 3β-hydroxycholan-5(6)-ene